butyl anisate C(C1=CC=C(C=C1)OC)(=O)OCCCC